FC(CN(C)C[B-](F)(F)F)F.[K+] potassium (((2,2-difluoroethyl)(methyl)amino)methyl)trifluoroborate